C(CCCCCCC\C=C/CCCCCCCC)(=O)OCC(OC(CCCCCCC\C=C/CCCCCCCC)=O)COP(=O)([O-])OCC[N+](C)(C)C 1,2-dioleoyl-glycero-3-phosphocholine